4-(2-((2-(2,6-Dioxopiperidin-3-yl)-1,3-dioxoisoindolin-5-yl)amino)-2-oxoethyl)piperazine-1-carboxylic acid tert-butyl ester C(C)(C)(C)OC(=O)N1CCN(CC1)CC(=O)NC=1C=C2C(N(C(C2=CC1)=O)C1C(NC(CC1)=O)=O)=O